methyl 4-bromo-2-(difluoromethoxy)-6-fluorobenzoate BrC1=CC(=C(C(=O)OC)C(=C1)F)OC(F)F